ClC1=CC=C(C=C1)CN(C(=O)OCCNCC1=C(C=CC2=CC=CC=C12)OCC1=C(C=CC=C1)Cl)C1=CC=C(C=C1)CN1CCN(CC1)C1=NC=CN=C1 2-[({2-[(2-chlorobenzyl)oxy]-1-naphthyl}methyl)amino]ethanol (4-chlorophenyl)methyl-N-(4-{[4-(pyrazin-2-yl)piperazin-1-yl]methyl}phenyl)carbamate